(2s,4r)-2-((1H-1,2,3-triazol-1-yl)methyl)-4-(5-(3-ethylphenyl)oxazol-2-carboxamido)pyrrolidine-1-carboxylic acid tert-butyl ester C(C)(C)(C)OC(=O)N1[C@@H](C[C@H](C1)NC(=O)C=1OC(=CN1)C1=CC(=CC=C1)CC)CN1N=NC=C1